(E)-3-((4-(4-(3,3-Dimethylbutanoyl)-3-hydroxy-2-methylphenoxy)but-2-en-1-yl)oxy)-4-methoxybenzoic acid CC(CC(=O)C1=C(C(=C(OC/C=C/COC=2C=C(C(=O)O)C=CC2OC)C=C1)C)O)(C)C